C12C3(C(CC(C1(C)C)C2)O3)C α-Pinene oxide